C(C)(C)(C)OC(=O)N1CCN(CC1)C1=C(C=C(C(=C1)OCC(=O)N)F)F 4-(5-(2-amino-2-oxoethoxy)-2,4-difluorophenyl)-piperazine-1-carboxylic acid tert-butyl ester